COC=1C=C(C=CC1OC)C=1NC2=CC=C(C=C2C1C(C)C)N1CCC(CC1)C1N(CCC2=CC=CC=C12)C 1-(1-(2-(3,4-dimethoxyphenyl)-3-isopropyl-1H-indol-5-yl)piperidin-4-yl)-2-methyl-1,2,3,4-tetrahydroisoquinoline